C1(CC=CCC1)C=O 3-CYCLOHEXENE-1-CARBOXALDEHYDE